(4-vinyl-phenoxy)-ethanol C(=C)C1=CC=C(OC(C)O)C=C1